C=C(C=CCN)N Pentadiene-2,5-diamine